CC1=CC=C(O1)C#CC1=NC(=NC(=N1)C(Cl)(Cl)Cl)C(Cl)(Cl)Cl 2-[2-(5-methylfuran-2-yl)ethynyl]-4,6-bis(trichloromethyl)-s-triazine